(2R,3R,4S,5R)-2-(6-chloro-4-(isopropoxyamino)-1H-pyrazolo[3,4-b]pyridin-1-yl)-5-(hydroxymethyl)tetrahydrofuran-3,4-diol ClC1=CC(=C2C(=N1)N(N=C2)[C@@H]2O[C@@H]([C@H]([C@H]2O)O)CO)NOC(C)C